tert-butyl (S)-4-(1-((7-fluoro-2-methylimidazo[1,2-a]pyridin-6-yl)carbamoyl)-2,3-dihydro-1H-pyrrolo[2,3-b]pyridin-4-yl)-2-(hydroxymethyl)piperazine-1-carboxylate FC1=CC=2N(C=C1NC(=O)N1CCC=3C1=NC=CC3N3C[C@H](N(CC3)C(=O)OC(C)(C)C)CO)C=C(N2)C